Triphenylpropylphosphorus bromide C1(=CC=CC=C1)C(CCP(Br)Br)(C1=CC=CC=C1)C1=CC=CC=C1